2-(2-hydroxyethyl-amino)ethanol OCCNCCO